ClC=1C(=C(C=C(C1)F)S(=O)(=O)NC1=C(C=C(C=C1F)C#CC=1C=NC=C(C1)F)F)C 3-chloro-N-[2,6-difluoro-4-[2-(5-fluoro-3-pyridyl)ethynyl]phenyl]-5-fluoro-2-methyl-benzenesulfonamide